6-[2-(cyclopropylcarbamoyl)phenyl]thio-3-[(E)-2-[5-(2-pyrrolidin-1-ylethoxy)-2-pyridyl]vinyl]indazol C1(CC1)NC(=O)C1=C(C=CC=C1)SC1=CC=C2C(=NNC2=C1)\C=C\C1=NC=C(C=C1)OCCN1CCCC1